methyl (R)-3-(4-cyanophenyl)-2-propionamidopropanoate C(#N)C1=CC=C(C=C1)C[C@H](C(=O)OC)NC(CC)=O